4-(2-Oxo-2,3-dihydro-benzooxazol-5-ylamino)-2-(3,4,5-trimethyl-phenylamino)-pyrimidine-5-carboxylic acid trifluoroacetate salt FC(C(=O)O)(F)F.O=C1OC2=C(N1)C=C(C=C2)NC2=NC(=NC=C2C(=O)O)NC2=CC(=C(C(=C2)C)C)C